NCCC1=CC=C(C2=CC=CC=C12)N1CCN(CC1)C(=O)OC(C)(C)C tert-Butyl 4-(4-(2-aminoethyl)naphthalen-1-yl)piperazine-1-carboxylate